C(CCCCC)C1=C(SC(=C1)C=C1C(C2=CC=CC=C2C1=O)=O)C=1SC(=C(C1)CCCCCC)C1=CC=2N(C(C3=C(C2S1)SC=C3)=O)CC(CCCCCCCCCC)CCCCCCCC 2-((3,4'-dihexyl-5'-(4-(2-octyldodecyl)-5-oxo-4,5-dihydrodithieno[3,2-b:2',3'-d]pyridin-2-yl)-[2,2'-bithiophene]-5-yl)methylene)-1H-indene-1,3(2H)-dione